methyl 3-((6-hydroxypyridin-2-yl)(methyl)amino)propanoate OC1=CC=CC(=N1)N(CCC(=O)OC)C